[Te].[Sb].[In].[Sn] tin indium antimony tellurium